C(#N)C1=CC(=C(C=C1)C1=CC=C2C(=N1)SC(=N2)NC(=O)C2=CN=NC=C2C2=C(C=CC=C2)OC)OC N-(5-(4-cyano-2-methoxyphenyl)thiazolo[5,4-b]pyridin-2-yl)-5-(2-methoxyphenyl)pyridazine-4-carboxamide